ClC(=O)OC1=C2C(=CNC2=CC=C1)CCN(C)C 3-(2-(dimethylamino) ethyl)-1H-indol-4-yl chloroformate